3-(4-amino-2-fluorophenyl)propionitrile NC1=CC(=C(C=C1)CCC#N)F